N1=CC=C(C2=CC=CC=C12)C1=CC(=NN1)CC(=O)N 5-(quinolin-4-yl)-1H-pyrazole-3-carboxyamide